C(C(O)CC(=O)OCCCCCCCCCCCCCCCC(C)C)(=O)OCCCCCCCCCCCCCCCC(C)C Diisostearyl malate